6-(4-Chloro-1-(4-cyclopropylbenzyl)-1H-indazol-7-carboxamido)spiro[3.3]heptan ClC1=C2C=NN(C2=C(C=C1)C(=O)NC1CC2(CCC2)C1)CC1=CC=C(C=C1)C1CC1